C/1(\CCC2=CC=CC=C12)=N\P(=O)(C1=CC=CC=C1)C1=CC=CC=C1 N-[(1E)-2,3-dihydro-1H-inden-1-ylidene]-P,P-diphenylphosphinic amide